S1C(=CC=C1)O[Se](=O)(=O)[O-] thiophene-2-yl-selenate